OC1=C(C(=CC(=C1)CCC)O)C1=C2CC(N(C2=C(C=C1C)F)CC)=O 4-(2,6-Dihydroxy-4-propylphenyl)-1-ethyl-7-fluoro-5-methylindolin-2-one